2,6-dimethyl-heptan-4-one CC(C)CC(CC(C)C)=O